4-((2R,3R,4R,5S)-3-(2-(difluoromethoxy)-3,4-difluorophenyl)-4,5-dimethyl-5-(trifluoromethyl)tetrahydrofuran-2-carboxamido)-N-methylpicolinamide FC(OC1=C(C=CC(=C1F)F)[C@@H]1[C@@H](O[C@@]([C@@H]1C)(C(F)(F)F)C)C(=O)NC1=CC(=NC=C1)C(=O)NC)F